dimethylbenzyl-2-ethylamine methacrylate chloride [Cl-].C(C(=C)C)(=O)[O-].CC(C)(NCC1=CC=CC=C1)C